8-(4-amino-2,5-difluorophenoxy)pyrido[2,3-b]pyrazin-3(4H)-one hydrochloride Cl.NC1=CC(=C(OC2=CC=NC=3NC(C=NC32)=O)C=C1F)F